N1(CCN(CC1)C(=O)C1=C(C=C(C=C1)OC)F)C(=O)C1=C(C=C(C=C1)OC)F piperazine-1,4-diylbis((2-fluoro-4-methoxyphenyl)methanone)